OCCN1CN(CN(C1)CCO)CCO Hexahydro-1,3,5-tris-hydroxyethyl-s-triazine